BrC1=C(C=C2C(=NC(=NC2=C1F)F)N1C=CO[C@@](C1)(O)C)[N+](=O)[O-] (S)-4-(7-bromo-2,8-difluoro-6-nitro-4-quinazolinyl)-6-methyl-1,4-oxazin-6-ol